ClC1=C(C=CC=C1NC=1C=NC(=C(C1)F)OC)[C@@]1(CC(N(C(N1)=N)C1CCOCC1)=O)C (6S)-6-{2-Chloro-3-[(5-fluoro-6-methoxypyridin-3-yl)amino]-phenyl}-2-imino-6-methyl-3-(tetrahydropyran-4-yl)-hexahydropyrimidin-4-one